CCCCCCCCCCCCCCCCCCCCCCC(C(=O)N[C@@H](CO)[C@@H](CCCCCCCCCCCCCCC)O)O The molecule is a dihydroceramide in which the ceramide N-acyl group is specified as 2-hydroxytetracosanoyl. It has a role as a Saccharomyces cerevisiae metabolite. It derives from a sphinganine.